N-(2-(2-(cyclopropanesulfonylamino)thiazol-4-yl)propan-2-yl)-2-fluoro-4-(5-fluoropyridin-3-yl)benzamide C1(CC1)S(=O)(=O)NC=1SC=C(N1)C(C)(C)NC(C1=C(C=C(C=C1)C=1C=NC=C(C1)F)F)=O